N-(4-hydroxy-3-methoxy-benzyl)acrylamide Kalium-Magnesium Aspartat N[C@@H](CC(=O)[O-])C(=O)[O-].[Mg+2].[K+].OC1=C(C=C(CNC(C=C)=O)C=C1)OC